C(C1=CC=CC=C1)OC1=NC(=CC=C1C1=NN(C2=C(C=CC=C12)N1C[C@@H](N([C@H](C1)C)CC1CCN(CC1)C(=O)OCC1=CC=CC=C1)C)C)OCC1=CC=CC=C1 benzyl 4-(((2S,6S)-4-(3-(2,6-bis(benzyloxy)pyridin-3-yl)-1-methyl-1H-indazol-7-yl)-2,6-dimethylpiperazin-1-yl)methyl)piperidine-1-carboxylate